(R*)-N-((R)-6-(2-chloro-5-fluorophenyl)-2-methyl-8-oxo-2,6,7,8-tetrahydropyrrolo[3,4-g]indazol-5-yl)-5-fluoro-3-hydroxy-3-(trifluoromethyl)indoline-1-carboxamide ClC1=C(C=C(C=C1)F)[C@@H]1NC(C2=C1C(=CC1=CN(N=C21)C)NC(=O)N2C[C@](C1=CC(=CC=C21)F)(C(F)(F)F)O)=O |o1:26|